C1=NC=C(C2=CC=CC=C12)C=1C=C2CC(C(C2=CC1)NC(O[C@@H]1CN2CCC1CC2)=O)(C)C (S)-quinuclidin-3-yl (5-(isoquinolin-4-yl)-2,2-dimethyl-2,3-dihydro-1H-inden-1-yl)carbamate